1,1,3,3-tetrapropylurea C(CC)N(C(=O)N(CCC)CCC)CCC